(3-(1-((4-methyl-4H-1,2,4-triazol-3-yl)thio)ethyl)phenyl)-1H-1,2,3-triazole CN1C(=NN=C1)SC(C)C=1C=C(C=CC1)N1N=NC=C1